dihydrofuro[3,4-c]pyridine C1OCC=2C=NC=CC21